[Zn].[Nd].[Al] aluminum neodymium zinc